N-(2-(3-(4-(((2S,4R)-2-methyl-1-propionyl-1,2,3,4-tetrahydroquinolin-4-yl)amino)phenyl)ureido)ethyl)cyclohexane-1-carboxamide C[C@@H]1N(C2=CC=CC=C2[C@@H](C1)NC1=CC=C(C=C1)NC(NCCNC(=O)C1CCCCC1)=O)C(CC)=O